ClCC1=C(N=CN1C)C#N 5-(chloromethyl)-1-methylimidazole-4-carbonitrile